4-((1-((3-chloro-4-fluorophenyl)amino)-6-methoxyisoquinolin-7-yl)amino)-4-oxobutanoic acid methyl ester COC(CCC(=O)NC1=C(C=C2C=CN=C(C2=C1)NC1=CC(=C(C=C1)F)Cl)OC)=O